ClCC(=O)NC[C@]1(CC[C@@](C=2C=CC=NC12)(C(=O)NCC1=C(C=C(C=C1)Cl)Cl)F)O (5R,8S)-8-((2-chloroacetamido)methyl)-N-(2,4-dichlorobenzyl)-5-fluoro-8-hydroxy-5,6,7,8-tetrahydroquinoline-5-carboxamide